ClC1=CC2=C(C=N1)C=C(N2COCC[Si](C)(C)C)C2=NC(=NC=C2)OC 6-chloro-2-(2-methoxypyrimidin-4-yl)-1-((2-(trimethyl-silyl)ethoxy)methyl)-1H-pyrrolo[3,2-c]pyridine